C(CCC)C1=NC=2C(=C3C(=NC2NC(C)(C)C)C=C(S3)C=3CCN(CC3)C(=O)OC(C)(C)C)N1CC1CCN(CC1)CCOC tert-butyl 4-(2-butyl-1-{[1-(2-methoxyethyl)hexahydropyridin-4-yl]methyl}-4-(tert-butylamino)thieno[3,2-b]imidazo[4,5-d]pyridin-7-yl)-1,2,3,6-tetrahydropyridine-1-carboxylate